4-(10-bromo-9-anthryl)-phenylboronic acid BrC1=C2C=CC=CC2=C(C2=CC=CC=C12)C1=CC=C(C=C1)B(O)O